C(C)N(C(=O)[C@H]1CN([C@@H]2CC=3C4=C(C2=C1)C=CC=C4NC3)CCC)CC (6aR,9R)-N,N-diethyl-7-propyl-4,6,6a,7,8,9-hexahydroindolo[4,3-fg]quinoline-9-carboxamide